FC(C1=CC=C(C=N1)CC1(CC1)C=O)(F)F 1-[[6-(trifluoromethyl)-3-pyridinyl]methyl]cyclopropanecarbaldehyde